[(7S)-11-chloro-9-(2,6-difluorophenyl)-7-methyl-12-(trifluoromethyl)-2,3,5,8,13-pentazatricyclo[8.4.0.02,6]tetradeca-1(10),3,5,8,11,13-hexaen-4-yl]-(3-fluoroazetidin-1-yl)methanone ClC=1C=2C(=N[C@H](C3=NC(=NN3C2C=NC1C(F)(F)F)C(=O)N1CC(C1)F)C)C1=C(C=CC=C1F)F